CCCC(CCC)NC(=O)C1=CC2=C(OCO2)C=C1 N-(hept-4-yl)benzo[d][1,3]dioxole-5-carboxamide